N-(4-fluoro-2-methanesulfonylphenyl)-6-(oxolan-3-yl)pyridine-3-carboxamide FC1=CC(=C(C=C1)NC(=O)C=1C=NC(=CC1)C1COCC1)S(=O)(=O)C